7-isopropoxy-2-((1S,4R)-1-methyl-2-oxabicyclo[2.2.1]heptan-4-yl)-N-(pyrazolo[1,5-a]pyrimidin-3-yl)imidazo[1,2-a]pyrimidine-6-carboxamide C(C)(C)OC1=NC=2N(C=C1C(=O)NC=1C=NN3C1N=CC=C3)C=C(N2)[C@@]23CO[C@@](CC2)(C3)C